(5-(2-chloroacetamido)-2-methylpyridin-3-yl)-2-(2-morpholinopyridin-4-yl)pyrazolo[5,1-b]thiazole-7-carboxamide ClCC(=O)NC=1C=C(C(=NC1)C)C=1N2C(SC1C1=CC(=NC=C1)N1CCOCC1)=C(C=N2)C(=O)N